ketoindole-2-formamide O=NC(=O)C=1NC2=CC=CC=C2C1